OC/C(=C/CCP(=O)(N[C@H](C(=O)OC(C)C)C)OC1=CC=C(C=C1)C[C@@H](C(=O)O[C@@H]1COCC1)NCCC1=CC=CC=C1)/C (S)-tetrahydrofuran-3-yl (2S)-3-(4-((((E)-5-hydroxy-4-methylpent-3-en-1-yl)(((S)-1-isopropoxy-1-oxopropan-2-yl)amino)phosphoryl)oxy)phenyl)-2-(phenethylamino)propanoate